4-(2,2-dimethoxyethyl)-1-methyl-piperazin-2-one COC(CN1CC(N(CC1)C)=O)OC